2-nonyl-1,3-dioxolane-2-acetic acid C(CCCCCCCC)C1(OCCO1)CC(=O)O